OCC(CO)(C)NC(=O)C=1C(=NN2C1C=C(C=C2)OCC2=C(C=CC=C2)F)C N-(1,3-dihydroxy-2-methylpropan-2-yl)-5-[(2-fluorophenyl)methoxy]-2-methylpyrazolo[1,5-a]pyridine-3-carboxamide